theanine γ-glutamylethylamide N[C@@H](CCC(=O)CCNC([C@@H](N)CCC(=O)NCC)=O)C(=O)O